FC=1C=2CCC2C(=C2CCC12)NC(=O)N[S@](=O)(=N)C=1C=NN2C1OC(C2)(C)C (R)-N-((7-fluorotricyclo[6.2.0.03,6]deca-1,3(6),7-trien-2-yl)carbamoyl)-2,2-dimethyl-2,3-dihydropyrazolo[5,1-b]oxazole-7-sulfonimidamide